BrC=1C=C(C=CC1)C1(COC1)CC1=NOC=C1CO (3-[[3-(3-bromophenyl)oxetan-3-yl]methyl]-1,2-oxazol-4-yl)methanol